ClC=1C(=C(C=CC1)NC(=O)C1=CC(=CC=2NC(=NC21)NCCN(CC)CC)NC(=O)C2=C(C=CC=C2)C(F)(F)F)C N-(3-chloro-2-methylphenyl)-2-{[2-(diethylamino)ethyl]amino}-6-({[2-(trifluoromethyl)phenyl]carbonyl}amino)-1H-benzimidazole-4-carboxamide